N-(3-(((6-chloro-2-(trifluoromethyl)quinolin-4-yl)amino)methyl)-3-phenylcyclobutyl)-1-methylazetidine-3-carboxamide ClC=1C=C2C(=CC(=NC2=CC1)C(F)(F)F)NCC1(CC(C1)NC(=O)C1CN(C1)C)C1=CC=CC=C1